N,N-Dimethylbenzylamine palladium(II) chloride [Pd](Cl)Cl.CN(C)CC1=CC=CC=C1